C(C)(=O)O[C@@H]1COCC[C@H]1NC1=NN2C(C=N1)=C(C(=C2C2(CCC2)CC)I)Cl (3S,4R)-4-{[5-chloro-7-(1-ethylcyclobutyl)-6-iodopyrrolo[2,1-f][1,2,4]triazin-2-yl]amino}oxan-3-yl acetate